6'-(nitrilotris(methylene))tris(N-methyl-N-((2S,3R,4R,5R)-2,3,4,5,6-pentahydroxyhexyl)nicotinamide) N(CC1=C(C(=O)N(C[C@@H]([C@H]([C@@H]([C@@H](CO)O)O)O)O)C)C=CC=N1)(CC1=C(C(=O)N(C)C[C@@H]([C@H]([C@@H]([C@@H](CO)O)O)O)O)C=CC=N1)CC1=C(C(=O)N(C)C[C@@H]([C@H]([C@@H]([C@@H](CO)O)O)O)O)C=CC=N1